C(C)(=O)N1CCC12CC(C2)C(=O)N(C)[C@H](C(F)(F)F)C2=NC=C(C=C2)NC2C(C1=CC=CC=C1C2)(C)C 1-acetyl-N-((1S)-1-(5-((1,1-dimethyl-2,3-dihydro-1H-inden-2-yl)amino)pyridin-2-yl)-2,2,2-trifluoroethyl)-N-methyl-1-azaspiro[3.3]heptane-6-carboxamide